2,2,2-trifluoroethyl (2S)-2-(4-chlorophenoxy)propanoate ClC1=CC=C(O[C@H](C(=O)OCC(F)(F)F)C)C=C1